(R)-N-(1-(4-chlorophenyl)-2,2,2-trifluoroethyl)imidazo[1,2-a]pyrimidine-3-sulfonamide ClC1=CC=C(C=C1)[C@H](C(F)(F)F)NS(=O)(=O)C1=CN=C2N1C=CC=N2